N-((4-((5-chloropyridin-2-yl)oxy)-3-methylphenyl)carbamoyl)-3-hydroxycyclobutane-1-carboxamide ClC=1C=CC(=NC1)OC1=C(C=C(C=C1)NC(=O)NC(=O)C1CC(C1)O)C